FC=1C(=C(C=CC1)NC(C=NO)=O)C(F)(F)F N-(3-fluoro-2-trifluoromethylphenyl)-2-(hydroxyimino)acetamide